N4-[2-(6-methyl-2-pyridyl)pyrimidin-4-yl]-N2-[4-(8-oxa-3-azabicyclo[3.2.1]octan-3-ylmethyl)phenyl]pyrimidine-2,4-diamine CC1=CC=CC(=N1)C1=NC=CC(=N1)NC1=NC(=NC=C1)NC1=CC=C(C=C1)CN1CC2CCC(C1)O2